ClC=1C(=C(C=CC1Cl)NC1=NC=NC2=CC(=C(C=C12)I)OC)F N-(3,4-dichloro-2-fluorophenyl)-6-iodo-7-methoxyquinazolin-4-amine